C(C)(=O)N1[C@H](CC[C@H]1C)C(=O)NC1=CC(=C(C=C1)C)C1=NC=C(C=N1)F (2R,5R)-1-acetyl-N-[3-(5-fluoropyrimidin-2-yl)-4-methylphenyl]-5-methylpyrrolidine-2-carboxamide